(R)-3-morpholino-5,6,6a,7,9,10-hexahydro-8H-pyrazino[1,2-a]pyrido[3,2-e]pyrazin O1CCN(CC1)C1=CC=2NC[C@@H]3N(C2N=C1)CCNC3